S(=O)(=O)(O)O[C@@H]1[C@H](C(O)O[C@@H]([C@H]1O)CO)N D-glucosamine 3-sulfate